C1(CC1)N1CCN(CC1)C1=CC=C(C=C1)NC(=O)C=1C(NC=CC1NC1=C2C(=C(N=C1)C)NC=C2)=O N-(4-(4-Cyclopropylpiperazin-1-yl)phenyl)-4-((7-methyl-1H-pyrrolo[2,3-c]pyridin-4-yl)amino)-2-oxo-1,2-dihydropyridine-3-carboxamide